C(C)(C)(C)OC(=O)NC12C(OC(C1)(C2)C)C(=O)O 4-([(tert-butoxy)carbonyl]amino)-1-methyl-2-oxabicyclo[2.1.1]hexane-3-carboxylic acid